N-[(6-Amino-2-pyridyl)sulfonyl]-2-(3-fluoro-5-isobutoxyphenyl)-6-[(4S)-2,2,4-trimethylpyrrolidin-1-yl]pyridin-3-carboxamid NC1=CC=CC(=N1)S(=O)(=O)NC(=O)C=1C(=NC(=CC1)N1C(C[C@@H](C1)C)(C)C)C1=CC(=CC(=C1)OCC(C)C)F